C(C)(C)(C)C1=C(C(=CC(=C1)C)C1=C(C=CC=C1)N(CCCOC1=CC=CC=C1)C1=C(C(=CC(=C1)C)C(C)(C)C)O)O 3-tert-butyl-2'-((3-tert-butyl-2-hydroxy-5-methylphenyl)(3-phenoxypropyl)amino)-5-methyl-[1,1'-biphenyl]-2-ol